NC=1C(=NC(=C(N1)C1=CC(=C(C=C1)F)F)C=1C=CC=2N(C1)C(=CN2)C)CNC(=O)[C@@H]2N(CCC2)C (R)-N-((3-amino-5-(3,4-difluorophenyl)-6-(3-methylimidazo[1,2-a]pyridin-6-yl)pyrazin-2-yl)methyl)-1-methylpyrrolidine-2-carboxamide